4-(tert-butyl)-N-(4-(6-isopropoxypyrid-3-yl)-3-(2-trityl-2H-tetrazol-5-yl)phenyl)piperidine-1-carboxamide C(C)(C)(C)C1CCN(CC1)C(=O)NC1=CC(=C(C=C1)C=1C=NC(=CC1)OC(C)C)C=1N=NN(N1)C(C1=CC=CC=C1)(C1=CC=CC=C1)C1=CC=CC=C1